5,5'-(1,4-phenylene)bis{1-[3-(triethoxysilyl)propyl]-1,2,3,4-tetrazole} C1(=CC=C(C=C1)C1=NN=NN1CCC[Si](OCC)(OCC)OCC)C1=NN=NN1CCC[Si](OCC)(OCC)OCC